CN(C(C1=CC=CC=C1)=O)CCNC N-methyl-N-[2-(methylamino)ethyl]benzamide